N1(CCCCC1)CCCC(=O)OC(CCC\C=C/CCCCC)C(CCC\C=C/CCCCC)CCC\C=C/CCCCC (6Z,16Z)-12-((Z)-dec-4-en-1-yl)docosa-6,16-dien-11-yl 4-(piperidin-1-yl)-butanoate